C(#N)N=S(=O)(NC(NC1=C2CCCC2=CC=2CCCC12)=O)\C=C\[C@@H]1N(CCC1)C(C)C (E)-N'-cyano-N-((1,2,3,5,6,7-hexahydro-s-indacen-4-yl)carbamoyl)-2-((R)-1-isopropylpyrrolidin-2-yl)ethene-1-sulfonimidamide